NC1=NC(=C2N=CN(C2=N1)[C@H]1[C@@H]([C@@H]([C@H](O1)COP(=O)(OC1=CC=CC=C1)N[C@H](C)C(=O)OC(C)C)O)O)NO isopropyl ((((2R,3S,4R,5R)-5-(2-amino-6-(hydroxyamino)-9H-purin-9-yl)-3,4-dihydroxytetrahydrofuran-2-yl)methoxy)(phenoxy)phosphoryl)-D-alaninate